ClC1=CC=C(C=C1)[C@]1(CNCC1)NS(=O)(=O)C=1C=NC(=CC1)OC(F)(F)F (R)-N-(3-(4-chlorophenyl)pyrrolidin-3-yl)-6-(trifluoromethoxy)pyridine-3-sulfonamide